C(C)(=O)NC1[C@H](O)[C@@H](O)[C@H](O)[C@H](O1)CO D-N-acetylglucopyranosylamine